(3S)-3-(((benzyloxy)carbonyl)amino)-4-(((2S)-1-((2-methyl-5-(2-(pyrrolidin-3-yl)ethoxy)benzyl)amino)-1-oxo-4-phenylbutan-2-yl)amino)-4-oxobutanoic acid C(C1=CC=CC=C1)OC(=O)N[C@@H](CC(=O)O)C(=O)N[C@H](C(=O)NCC1=C(C=CC(=C1)OCCC1CNCC1)C)CCC1=CC=CC=C1